(S)-N-(5-(3-(1-((5-ethylthiazol-2-yl)amino)-1-oxopropan-2-yl)phenyl)-6-fluoropyridin-2-yl)acrylamide C(C)C1=CN=C(S1)NC([C@@H](C)C=1C=C(C=CC1)C=1C=CC(=NC1F)NC(C=C)=O)=O